4-bromo-N,N-diethyl-2-(6-azaspiro[2.5]octan-6-yl)benzamide BrC1=CC(=C(C(=O)N(CC)CC)C=C1)N1CCC2(CC2)CC1